C(N)(=O)C1=CC=C2C=CC(=CC2=C1NCC(=C)C#N)C1=CC=CC(=N1)C(=O)NC1CCC(CC1)N(C)C 6-{7-carbamoyl-8-[(2-cyano-2-methylideneethyl)amino]naphthalen-2-yl}-N-[(1R,4R)-4-(dimethylamino)cyclohexyl]pyridine-2-carboxamide